5-cyano-2-(4,4-difluoroazepan-1-yl)-6-methylnicotinic acid ethyl ester C(C)OC(C1=C(N=C(C(=C1)C#N)C)N1CCC(CCC1)(F)F)=O